F[C@H]1CN(CC[C@H]1OCC1CN(C1)C1=C(C2=C(N(C(N2C)=O)C2C(N(C(CC2)=O)CC2=CC=C(C=C2)OC)=O)C=C1)F)C(=O)OC(C)(C)C tert-butyl (3S,4R)-3-fluoro-4-[[1-[4-fluoro-1-[1-[(4-methoxyphenyl)methyl]-2,6-dioxo-3-piperidyl]-3-methyl-2-oxo-benzimidazol-5-yl]azetidin-3-yl]methoxy]piperidine-1-carboxylate